CC=1C=C(C=CC1)C1=NN(C=C1)C1=NC(=NC(=C1)C1=CCOCCC1)OCC1OCCC1 4-[3-(3-methylphenyl)-1H-pyrazol-1-yl]-2-[(oxolan-2-yl)methoxy]-6-(2,5,6,7-tetrahydrooxepin-4-yl)pyrimidine